C(C(C)C)N1C[C@@H](CCC1)N1C(NC2=C1C=C(C(=C2)C=2C=C(C=1N(C2)N=CN1)OC)C(C)C)=O (R)-1-(1-Isobutylpiperidin-3-yl)-6-isopropyl-5-(8-methoxy-[1,2,4]triazolo[1,5-a]pyridin-6-yl)-1,3-dihydro-2H-benzo[d]imidazol-2-on